CN1N=NC(=C1)C=O 1-methyl-1,2,3-triazole-4-carbaldehyde